di(isoamyl) ketone C(CC(C)C)C(=O)CCC(C)C